2-Deoxy-D-Glucose 6-Phosphate P(=O)(O)(O)OC[C@H]([C@H]([C@@H](CC=O)O)O)O